(S)-6-ethoxy-N-(5-(3-ethylpiperazin-1-yl)pyrazin-2-yl)-2-methyl-2H-indazole-5-carboxamide HCl Salt Cl.C(C)OC=1C(=CC2=CN(N=C2C1)C)C(=O)NC1=NC=C(N=C1)N1C[C@@H](NCC1)CC